N-(3-chloro-9H-xanthen-9-yl)-2-oxo-6-(trifluoromethyl)-1,2-dihydropyridine-3-carboxamide ClC=1C=CC=2C(C3=CC=CC=C3OC2C1)NC(=O)C=1C(NC(=CC1)C(F)(F)F)=O